C(C)(C)(C)OC(C(=C)C)=O.C(C1=CC=CC=C1)N1C(\C(\C2=CC=C(C=C12)NC(=O)C1CCOCC1)=C/C=1NC(=CC1C)C)=O (Z)-N-(1-benzyl-3-((3,5-dimethyl-1H-pyrrol-2-yl)methylene)-2-oxoindol-6-yl)tetrahydro-2H-pyran-4-carboxamide tert-butyl-methacrylate